OC1=C(C(=CC(=C1CNC(C)=O)CCCCC)O)C1=CC(=CC=C1)C N-((2,6-dihydroxy-3'-methyl-4-pentyl-[1,1'-biphenyl]-3-yl)methyl)acetamide